5-cyclopropyl-6-fluoropyridine-2-amine C1(CC1)C=1C=CC(=NC1F)N